CC1(C(C(=CC2(CN(CCO2)C(C2=CN=CC=C2)=O)C1)C#N)=O)C 10,10-dimethyl-4-nicotinoyl-9-oxo-1-oxa-4-azaspiro[5.5]undec-7-ene-8-carbonitrile